ClC=1C=C(C=CC1O)S(=O)(=O)C1=CC(=C(C=C1)O)Cl bis(3-chloro-4-hydroxyphenyl) Sulfone